C(N)(O)=O.C(C)(C)(C)CC1=CC=C(C=C1)S(=O)(=O)O tert-butyl-(p-toluenesulfonic acid) carbamate